(4-dimethylaminophenyl)(4-methoxyphenyl)(2-hydroxy-5-chlorophenyl)methane CN(C1=CC=C(C=C1)C(C1=C(C=CC(=C1)Cl)O)C1=CC=C(C=C1)OC)C